N-(7-chloro-6-(4-((R or S)-3-methyltetrahydrofuran-3-yl)piperazin-1-yl)isoquinolin-3-yl)-6-oxaspiro[2.5]octane-1-carboxamide ClC1=C(C=C2C=C(N=CC2=C1)NC(=O)C1CC12CCOCC2)N2CCN(CC2)[C@]2(COCC2)C |o1:28|